ClC1=NC=CC(=N1)C1=CNC2=C(C=CC=C12)NC(C(CC)N1CCN(CC1)C)=O N-[3-(2-Chloropyrimidin-4-yl)-1H-indol-7-yl]-2-(4-methylpiperazin-1-yl)butanamide